O=C1NC(CC[C@H]1C1=C(C=C(C=C1F)CC=O)F)=O (S)-2-(4-(2,6-dioxopiperidin-3-yl)-3,5-difluorophenyl)acetaldehyde